C(=C)OCCCCOC(C1=CC(C(=O)OCCCCOC=C)=CC=C1)=O Bis(4-vinyloxybutyl)-Isophthalat